COC(=O)C=1N(C(=CC1)C1=NC=C(C=C1[N+](=O)[O-])Br)C 5-(5-bromo-3-nitropyridin-2-yl)-1-methyl-1H-pyrrole-2-carboxylic acid methyl ester